BrC=1C=CC=2N(C=3C=C(C=C4N(C=5C=C(C=CC5B(C34)C2C1)C(C)(C)C)C1=CC=C(C=C1)C(C)(C)C)C(C)(C)C)C1=CC=C(C=C1)C(C)(C)C 2-bromo-7,11-di-tert-butyl-5,9-bis(4-(tert-butyl)phenyl)-5,9-dihydro-5,9-diaza-13b-bora-naphtho[3,2,1-de]anthracene